pyridine-3-carboxamide hydrate O.N1=CC(=CC=C1)C(=O)N